biseicosyl phosphate P(=O)(OCCCCCCCCCCCCCCCCCCCC)(OCCCCCCCCCCCCCCCCCCCC)[O-]